CON(C(=O)C1CCN(CC1)C(=O)OCCCC)C butyl 4-(methoxy(methyl)carbamoyl)piperidine-1-carboxylate